C(C)(C)(C)OC(=O)N1[C@@H](CCC1=O)C1=CC=C(C=C1)Br (S)-2-(4-bromophenyl)-5-oxopyrrolidine-1-carboxylic acid tert-butyl ester